5-chloro-2-methylnicotinamid ClC=1C=NC(=C(C(=O)N)C1)C